ClC1=C(C(=CC=C1)F)N1CN(C2=NC(=NC=C2C1=O)NC1=CC=C(C=C1)N1CC2CCC(C1)N2CCO)C 3-(2-chloro-6-fluorophenyl)-7-((4-(8-(2-hydroxyEthyl)-3,8-diazabicyclo[3.2.1]oct-3-yl)phenyl)amino)-1-methyl-2,3-dihydropyrimido[4,5-d]pyrimidine-4(1H)-one